OC1=CC=2C=CC3=CC=C(C=C3C2C=C1O)C 2,3-dihydroxy-6-methyl-phenanthrene